1-[(4-{6,6-Difluoro-3-azabicyclo[3.1.0]hexan-3-yl}-2-fluorophenyl)methyl]-1H-pyrazole-4-carboxylic acid FC1(C2CN(CC12)C1=CC(=C(C=C1)CN1N=CC(=C1)C(=O)O)F)F